(R)-6-(tert-butyl)-10-((7-ethoxy-7-oxoheptyl)oxy)-2-oxo-6,7-dihydro-2H-pyrido[2',1':3,4]pyrazino[1,2-B]indazole-3-carboxylic acid C(C)(C)(C)[C@H]1N2C(C=3N(N=C4C(=CC=CC34)OCCCCCCC(=O)OCC)C1)=CC(C(=C2)C(=O)O)=O